(propane-2,2-diylbis(2-hydroxybenzene-5,3,1-triyl))tetramethanol CC(C)(C=1C=C(C(=C(C1)CO)O)CO)C=1C=C(C(=C(C1)CO)O)CO